COC1=CC=C(C=C1)C(C#N)NC1=C(C=CC=C1)OC 2-(4-methoxyphenyl)-2-(2-methoxyanilino)acetonitrile